FC(=C1OC(C(O1)(F)F)(C(F)(F)F)F)F 2-difluoromethylene-4,4,5-trifluoro-5-trifluoromethyl-1,3-dioxolane